BrC1=C(C=C(C=C1)C1=CC(=CC(=C1)F)OC(F)F)NS(=O)(=O)C1=CC(=CC=C1)C(F)(F)F N-(4-bromo-3'-(difluoromethoxy)-5'-fluorobiphenyl-3-yl)-3-(trifluoromethyl)benzenesulfonamide